6-((4-(2-(2-aminopyridin-3-yl)-3H-imidazo[4,5-b]pyridin-3-yl)benzyl)amino)pyrazine-2-carbonitrile NC1=NC=CC=C1C1=NC=2C(=NC=CC2)N1C1=CC=C(CNC2=CN=CC(=N2)C#N)C=C1